3-[7-cyclopropyl-6-(1-methylpyrazol-4-yl)-3,4-dihydro-2H-quinolin-1-yl]-N-methyl-1-(piperidin-4-yl)-4H,6H,7H-pyrazolo[4,3-c]pyridine-5-carboxamide C1(CC1)C1=C(C=C2CCCN(C2=C1)C1=NN(C2=C1CN(CC2)C(=O)NC)C2CCNCC2)C=2C=NN(C2)C